(7S)-3-(2-aminoimidazo[1,2-a]pyridin-6-yl)-7-methyl-5-[4-(trifluoromethyl)phenyl]-6,7-dihydropyrazolo[1,5-a]pyrazin-4(5H)-one NC=1N=C2N(C=C(C=C2)C=2C=NN3C2C(N(C[C@@H]3C)C3=CC=C(C=C3)C(F)(F)F)=O)C1